ClC=1C=C2CCC[C@]3(C2=CC1)CNC1=C(OC3)C=CC(=C1)C(=O)OC(C)(C)C (S)-TERTBUTYL 6'-CHLORO-3',4,4',5-TETRAHYDRO-2H,2'H-SPIRO[BENZO[B][1,4]OXAZEPINE-3,1'-NAPHTHALENE]-7-CARBOXYLATE